N-[(1-methylindol-5-yl)methyl]propionamide CN1C=CC2=CC(=CC=C12)CNC(CC)=O